NC1=NC=2C=C(C=CC2C2=C1NC(=N2)[C@H]2CN(CC2)C(=O)OC(C)(C)C)C2=NNC=C2 tert-butyl (R)-3-(4-amino-7-(1H-pyrazol-3-yl)-3H-imidazo[4,5-c]quinolin-2-yl)pyrrolidine-1-carboxylate